C(#N)CC1(CC1)CN1C(=NC2=C1C=C(C=C2)C(=O)O)CN2CCC(CC2)C2=CC=CC=1OC[C@@H](OC12)C1=C(C=C(C=C1)Cl)Cl (S)-1-((1-(Cyanomethyl)cyclopropyl)methyl)-2-((4-(3-(2,4-dichlorophenyl)-2,3-dihydroBenzo[b][1,4]dioxin-5-yl)piperidin-1-yl)methyl)-1H-benzo[d]imidazole-6-carboxylic acid